(2R)-3-methoxy-2-[3-[2-[[(R)-phenyl-[(3R)-1,2,3,4-tetrahydropyrido[2,3-b]pyrazin-3-yl]methyl]amino]ethyl]phenyl]propanoic acid COC[C@H](C(=O)O)C1=CC(=CC=C1)CCN[C@@H]([C@H]1CNC2=C(N1)N=CC=C2)C2=CC=CC=C2